N1(CCCC2=CC=CC=C12)C(=O)C1=CC=C(C=C1)C1=NOC(=N1)C (3,4-dihydroquinolin-1(2H)-yl)(4-(5-methyl-1,2,4-oxadiazol-3-yl)phenyl)methanone